N-((1S)-(7-acetyl-6-(((5R)-2-oxo-5-(trifluoromethyl)piperidin-3-yl)methyl)imidazo[1,2-b]pyridazin-2-yl)(4,4-difluorocyclohexyl)methyl)-1-ethyl-1H-pyrazole-5-carboxamide C(C)(=O)C1=CC=2N(N=C1CC1C(NC[C@@H](C1)C(F)(F)F)=O)C=C(N2)[C@@H](NC(=O)C2=CC=NN2CC)C2CCC(CC2)(F)F